(S)-1-(3-(2-hydroxyethylsulfonyl)phenoxy)-3-((R)-8-(isoquinolin-5-ylsulfonyl)-1-oxa-8-azaspiro[4.5]decan-3-ylamino)propan-2-ol OCCS(=O)(=O)C=1C=C(OC[C@H](CN[C@H]2COC3(C2)CCN(CC3)S(=O)(=O)C3=C2C=CN=CC2=CC=C3)O)C=CC1